1-fluoro-N-((6S,7S)-5-((R)-2-methoxypropanoyl)-6-((2,3',5'-trifluoro-[1,1'-biphenyl]-3-yl)methyl)-5-azaspiro[2.4]heptan-7-yl)methanesulfonamide FCS(=O)(=O)N[C@@H]1[C@@H](N(CC12CC2)C([C@@H](C)OC)=O)CC=2C(=C(C=CC2)C2=CC(=CC(=C2)F)F)F